[Si](C1=CC=CC=C1)(C1=CC=CC=C1)(C(C)(C)C)OCC(C(=O)OCC1=CC=CC=C1)O benzyl 3-(tert-butyldiphenylsilyloxy)-2-hydroxypropanoate